NCC(CN1N=CN(C1=O)CC=1SC2=C(C1)C=C(C=C2)C=2C=C1CCC(N(C1=CC2)C)=O)=C(F)F 6-[2-[[1-[2-(aminomethyl)-3,3-difluoro-allyl]-5-oxo-1,2,4-triazol-4-yl]methyl]benzothien-5-yl]-1-methyl-3,4-dihydroquinolin-2-one